C(C)C(C(=O)[O-])CCCC.[Sb+3].C(C)C(C(=O)[O-])CCCC.C(C)C(C(=O)[O-])CCCC antimony (2-ethylhexanoate)